C(C)C=1C=CC=C2C=CC=C(C12)C1CNCC=2N=C(N=C(C21)N2CC(CCC2)C=2N=NN(C2)C)OCC21CCCN1CCC2 (8-ethylnaphthalen-1-yl)-4-(3-(1-methyl-1H-1,2,3-triazol-4-yl)piperidin-1-yl)-2-((tetrahydro-1H-pyrrolizin-7a(5H)-yl)methoxy)-5,6,7,8-tetrahydropyrido[3,4-d]pyrimidine